CS(=O)(=O)C1=C2CNC(C2=CC=C1)=O 4-(methylsulfonyl)isoindolin-1-one